CCCCCCCCCCCCCCCCCCCCCCCC(=O)N[C@@H](CO[C@H]1[C@@H]([C@H]([C@@H]([C@H](O1)CO)O)O)O)[C@@H]([C@@H](CCCCCCCCCCC(C)C)O)O The molecule is an N-acyl-1-O-beta-D-glucosyl-4-hydroxy-15-methylhexadecasphinganine in which the acyl group has 24 carbons and 0 double bonds. It derives from a 15-methylhexadecaphytosphingosine.